ClCC(=O)C=1C(=C(C(=CC1)F)NC(C)=O)F N-(3-(2-Chloroacetyl)-2,6-difluorophenyl)acetamide